Gadolinium 2,2',2''-{10-[1-carboxy-2-{6-[2-(2-ethoxyethoxy)ethoxy]pyridin-3-yl}ethyl]-1,4,7,10-tetraazacyclododecan-1,4,7-triyl}triacetat C(=O)(O)C(CC=1C=NC(=CC1)OCCOCCOCC)N1CCN(CCN(CCN(CC1)CC(=O)[O-])CC(=O)[O-])CC(=O)[O-].[Gd+3]